5-[2-(2,6-dioxopiperidin-3-yl)-1,3-dioxoisoindol-5-yl]Pent-4-yne O=C1NC(CCC1N1C(C2=CC=C(C=C2C1=O)C#CCCC)=O)=O